NC1=C(C=CC=C1C(C1=CC=CC=C1)=O)C(C(=O)N)SC 2-amino-3-benzoyl-alpha-(methylthio)phenylacetamide